2-(bromomethyl)phenyl di-tert-butyl phosphate P(=O)(OC1=C(C=CC=C1)CBr)(OC(C)(C)C)OC(C)(C)C